P(O)(O)(=S)O[C@H]1[C@@H](O[C@@H]([C@H]1O)CO)N1C(=O)N=C(N)C=C1 Cytidine-2'-phosphorothioate